(4-iodo-1H-imidazol-5-yl)methanol IC=1N=CNC1CO